N-[(1R)-2-[(methylsulfonyl)oxy]-1-phenylethyl]carbamic acid 1,1-dimethylethyl ester CC(C)(C)OC(N[C@@H](COS(=O)(=O)C)C1=CC=CC=C1)=O